C(=O)C1C(CN(CC1)C(=O)OC(C)(C)C)C tert-butyl 4-formyl-3-methyl-piperidine-1-carboxylate